tert-butyl 4-(7-fluoro-3-methyl-4-oxo-phthalazine-1-carbonyl)piperazine-1-carboxylate FC1=CC=C2C(N(N=C(C2=C1)C(=O)N1CCN(CC1)C(=O)OC(C)(C)C)C)=O